ClC=1C=C2[C@@H](CN(CC2=C(C1)Cl)C)C1=CC=C(C=C1)S(=O)(=O)NCCOCCOCCOCCNC([C@H]([C@@H](C(=O)NCCOCCOCCOCCNS(=O)(=O)C1=CC=C(C=C1)[C@@H]1CN(CC2=C(C=C(C=C12)Cl)Cl)C)O)O)=O |o1:4,62| (2S,3S)-N1,N4-bis(2-(2-(2-(2-(4-((S or R)-6,8-dichloro-2-methyl-1,2,3,4-tetrahydroisoquinolin-4-yl)phenylsulfonamido)ethoxy)ethoxy)ethoxy)ethyl)-2,3-dihydroxysuccinamide